6-((5-Chloro-3-(2,2-difluoroethoxy)pyridin-2-yl)oxy)-1-methyl-N-(4-methyl-1,1-dioxidotetrahydro-2H-thiopyran-4-yl)-1H-pyrrolo[2,3-b]pyridine-2-carboxamide ClC=1C=C(C(=NC1)OC1=CC=C2C(=N1)N(C(=C2)C(=O)NC2(CCS(CC2)(=O)=O)C)C)OCC(F)F